C(C)(C)(C)OC(=O)N1C(CCCC1)N1C(NC(CC1=O)=O)=O (2,4,6-trioxo-tetrahydropyrimidin-1(2H)-yl)piperidine-1-carboxylic acid tert-butyl ester